FC(C(=O)O)(F)F.FC(C(=O)O)(F)F.NC1=NN2C(N=CC=C2)=C1C(=O)NC(C)C=1C=C(C=2N(C1N1[C@@H](CCCC1)C)C=NC2)Cl 2-Amino-N-{1-[8-chloro-5-[(2R)-2-methylpiperidin-1-yl]imidazo[1,5-a]-pyridin-6-yl]ethyl}pyrazolo[1,5-a]-pyrimidine-3-carboxamide bistrifluoro-acetate